CC(C(=O)OC1=CC=CC2=CC=C(C(=C12)CC)F)(C)C (8-ethyl-7-fluoro-1-naphthyl) 2,2-dimethylpropanoate